O=C1N(C(C=C1)=O)C1=CC=C(C(=O)O)C=C1 4-(2,5-dioxo-2,5-dihydro-1H-pyrrol-1-yl)benzoic acid